CSC1=NC=CC(=N1)N1CCC2=NC=CC=C21 1-(2-(methylthio)pyrimidin-4-yl)-2,3-dihydro-1H-pyrrolo[3,2-b]pyridine